FC(C1=CC=C(C(=N1)OC)[C@@H]1[C@H](O[C@@]([C@@H]1C)(C(F)(F)F)C)C(=O)NC=1C=NC(=CC1)CO)F |o1:10,11,13,14| rel-(2s,3r,4r,5s)-3-(6-(difluoromethyl)-2-methoxypyridin-3-yl)-N-(6-(hydroxymethyl)pyridin-3-yl)-4,5-dimethyl-5-(trifluoromethyl)tetrahydrofuran-2-carboxamide